2,5-dichloro-4-(2-(4-fluorophenyl)pyridin-4-yl)pyrimidine ClC1=NC=C(C(=N1)C1=CC(=NC=C1)C1=CC=C(C=C1)F)Cl